BrC1=CC=2NC3=CC=C(C=C3C2C=C1)Br 2,6-dibromocarbazole